COCCN1C(=C(C=C1C)C(=O)O)C 1-(2-methoxyethyl)-2,5-dimethyl-1H-pyrrole-3-carboxylic acid